ClC1=CC=C(C=C1)[C@@]1(N(C(C2=CC(=CC(=C12)F)C(=O)C1CCN(CC1)C(=O)OC(C)(C)C)=O)CC1=NC=C(C=C1)C#N)OCC1(CC1)CO (R)-tert-Butyl 4-(1-(4-chlorophenyl)-2-((5-cyanopyridin-2-yl)methyl)-7-fluoro-1-((1-(hydroxymethyl)cyclopropyl)methoxy)-3-oxoisoindoline-5-carbonyl)piperidine-1-carboxylate